tert-butyl (R)-3-(hydroxymethyl)piperazin-1-carboxylate OC[C@H]1CN(CCN1)C(=O)OC(C)(C)C